N1N=C(C=C1)C=1C=C(C=CC1)NC=1C(N(C(C1)=O)C1C(NC(CC1)=O)=O)=O 3-(3-((3-(1H-pyrazol-3-yl)phenyl)amino)-2,5-dioxo-2,5-dihydro-1H-pyrrol-1-yl)piperidine-2,6-dione